C1(CC1)N1N=CC(=C1)S(=O)(=O)Cl 1-Cyclopropyl-1H-pyrazole-4-sulfonyl Chloride